4-((4-(1-Isopropyl-1H-pyrazol-4-yl)pyridin-2-yl)((4-(4-methoxy-3-methylphenyl)bicyclo[2.2.2]octan-1-yl)methyl)carbamoyl)cyclohexyl-4-methylpiperazine C(C)(C)N1N=CC(=C1)C1=CC(=NC=C1)N(C(=O)C1CCC(CC1)N1CCN(CC1)C)CC12CCC(CC1)(CC2)C2=CC(=C(C=C2)OC)C